ClC1=C(C=C(C=C1)C1=CC(=CC=C1)C(C(=O)N1CC2=C(N=C(NC2=O)C2(CC2)C2=CC=CC=C2)CC1)O)C(F)(F)F 6-(2-(4'-chloro-3'-(trifluoromethyl)-[1,1'-biphenyl]-3-yl)-2-hydroxyacetyl)-2-(1-phenylcyclopropyl)-5,6,7,8-tetrahydropyrido[4,3-d]pyrimidin-4(3H)-one